4-[5-(2-aminoethyl)pyrimidin-2-yl]-3-[(4-morpholin-4-ylpyrazol-1-yl)methyl]benzonitrile NCCC=1C=NC(=NC1)C1=C(C=C(C#N)C=C1)CN1N=CC(=C1)N1CCOCC1